C(C)(C)(C)OC(=O)N[C@@H](CC(=O)OCC)C=1C=C(C=C(C1F)C)C1=C(C=C(C=C1C)C)F Ethyl (S)-3-((tert-butoxycarbonyl)amino)-3-(2',4-difluoro-4',5,6'-trimethyl-[1,1'-biphenyl]-3-yl)propanoate